C(C)(=O)O[C@@H]1COCC[C@H]1NC1=NN2C(C=N1)=C(C=C2C(C)C(C)(C)F)Br (3S,4R)-4-{[5-bromo-7-(3-fluoro-3-methylbutan-2-yl)pyrrolo[2,1-f][1,2,4]triazin-2-yl]amino}oxan-3-yl acetate